N-({(1r,4r)-4-[6-(1-ethyl-1H-pyrazol-4-yl)-2H-indazol-2-yl]cyclohexyl}methyl)-3,5-difluoro-4-hydroxybenzamide C(C)N1N=CC(=C1)C=1C=CC2=CN(N=C2C1)C1CCC(CC1)CNC(C1=CC(=C(C(=C1)F)O)F)=O